C(CCC)OC1=CC=C(C=C1)/N=N/C=1C=NNC1C (E)-4-((4-butoxyphenyl)diazenyl)-5-methyl-1H-pyrazole